3-(benzo(d)[1,3]dioxolan-5-yl)-3-methoxyazetidine hydrochloride Cl.O1COC2=C1C=CC(=C2)C2(CNC2)OC